N-(1-methyl-3-(trifluoromethyl)-1H-pyrazol-5-yl)-2-((3,4,5-trichlorophenyl)amino)benzamide CN1N=C(C=C1NC(C1=C(C=CC=C1)NC1=CC(=C(C(=C1)Cl)Cl)Cl)=O)C(F)(F)F